9-chloro-8-fluoro-6-methyl-1,2,5,6-tetrahydro-4H-pyrrolo[3,2,1-ij]quinolin-5-ol ClC1=C(C=C2C(C(CN3C2=C1CC3)O)C)F